ClC=1C=C(C=CC1Cl)C(=O)N1C2CN(C(C1)C2)C2=NC=C(C=C2)C2=NOC(=N2)C(F)(F)F (3,4-dichlorophenyl)(5-(5-(5-(trifluoromethyl)-1,2,4-oxadiazol-3-yl)pyridin-2-yl)-2,5-diazabicyclo[2.2.1]heptan-2-yl)methanone